N(CCC(=O)[O-])CCC(=O)OCCCC butyl 3,3'-iminodipropionate